C(C1=CC=CC=C1)OC=1C=C(COC=2C=C(COC3=CC=C(C=C3)\C=C\C(=O)C3=C(C=C(C=C3)OCC3=CC(=CC(=C3)OCC3=CC(=CC(=C3)OCC3=CC=CC=C3)OCC3=CC=CC=C3)OCC3=CC(=CC(=C3)OCC3=CC=CC=C3)OCC3=CC=CC=C3)O)C=C(C2)OCC2=CC(=CC(=C2)OCC2=CC=CC=C2)OCC2=CC=CC=C2)C=C(C1)OCC1=CC=CC=C1 4,4'-Bis[3,5-bis[3,5-bis(benzyloxy)benzyloxy]benzyloxy]-2'-hydroxychalcone